[(2S,5S)-5-{[tert-butylbis(phenyl)siloxy]methyl}-2-isopropyl-1-methyl-3-oxo-1,2,3,4,5,6-hexahydro-1,4-benzodiazocin-9-yl]methyl 2-methyl-2-propanecarbamate CC(C)(C)NC(=O)OCC1=CC2=C(C[C@H](NC([C@@H](N2C)C(C)C)=O)CO[Si](C2=CC=CC=C2)(C2=CC=CC=C2)C(C)(C)C)C=C1